CO[SiH](OC)N[SiH](OC)OC bis-(dimethoxysilyl)amine